NC1N(CC1C(=O)O)C1=NC=C(C=C1F)C1=NNC2=CC=C(C=C12)OC(C)C1=C(C=NC=C1Cl)Cl amino-1-(5-(5-(1-(3,5-dichloropyridin-4-yl)ethoxy)-1H-indazol-3-yl)-3-fluoropyridin-2-yl)azetidine-3-carboxylic acid